N-(2-(7-fluoro-1H-indol-3-yl)ethyl)-2-(5-fluoropyridin-3-yl)-9-isopropyl-9H-purin-6-amine FC=1C=CC=C2C(=CNC12)CCNC1=C2N=CN(C2=NC(=N1)C=1C=NC=C(C1)F)C(C)C